(S)-(1-([1,1'-biphenyl]-4-yl)-3-hydroxypropan-2-yl)carbamic acid tert-butyl ester C(C)(C)(C)OC(N[C@@H](CC1=CC=C(C=C1)C1=CC=CC=C1)CO)=O